C1(CCCCC1)CCN1C[C@H]([C@](CC1)(O)COC1=C2CCC(NC2=C(C=C1)F)=O)O 5-(((3R,4R)-1-(2-cyclohexylethyl)-3,4-dihydroxypiperidin-4-yl)methoxy)-8-fluoro-3,4-dihydroquinolin-2(1H)-one